N-(7-(2-fluorophenyl)quinazolin-4-yl)benzo[d]thiazol-5-amine FC1=C(C=CC=C1)C1=CC=C2C(=NC=NC2=C1)NC=1C=CC2=C(N=CS2)C1